3-chloro-2-fluorophenylthiophenol ClC=1C(=C(C=CC1)C1=C(C=CC=C1)S)F